2-(2,6-dioxopiperidin-3-yl)-5-(4-((1-(2-(4-(1,2-diphenylbut-1-en-1-yl)phenoxy)ethyl)piperidin-4-yl)methyl)piperazin-1-yl-2,2,3,3,5,5,6,6-d8)-4,6,7-trifluoroisoindoline-1,3-dione O=C1NC(CCC1N1C(C2=C(C(=C(C(=C2C1=O)F)N1C(C(N(C(C1([2H])[2H])([2H])[2H])CC1CCN(CC1)CCOC1=CC=C(C=C1)C(=C(CC)C1=CC=CC=C1)C1=CC=CC=C1)([2H])[2H])([2H])[2H])F)F)=O)=O